C(#N)C=1C=C(C=C(C1)C#N)OB(O)O (3,5-dicyanophenyl)boric acid